O=C(NCCOCCOCCOCCOCCC(=O)O)CCCCCCCCC 17-oxo-4,7,10,13-tetraoxa-16-aza-hexacosanoic acid